C(#N)[C@H](C)NC(=O)C1=CC=C(C=C1)C1=NC(=NC=C1C)NC=1C=NN(C1)C1CCN(CC1)C(=O)OCC1=CC=CC=C1 (S)-Benzyl 4-(4-((4-(4-((1-cyanoethyl)carbamoyl)phenyl)-5-methylpyrimidin-2-yl)amino)-1H-pyrazol-1-yl)piperidine-1-carboxylate